2-[3-({[(3S)-1-(6-methylpyridin-3-yl)piperidin-3-yl][(2-methylpyridin-4-yl)methyl]amino}methyl)-4-oxo-1,4-dihydroquinolin-1-yl]acetamide CC1=CC=C(C=N1)N1C[C@H](CCC1)N(CC1=CC(=NC=C1)C)CC1=CN(C2=CC=CC=C2C1=O)CC(=O)N